methyl 4-{5-fluoro-3-[1-(3-fluoro-5-methanesulfonylphenyl)ethoxy]pyridin-2-yl}-5-methylthiophene-2-carboxylate FC=1C=C(C(=NC1)C=1C=C(SC1C)C(=O)OC)OC(C)C1=CC(=CC(=C1)S(=O)(=O)C)F